The molecule is a UDP-amino sugar having 2,4-diacetamido-2,4,6-trideoxy-alpha-D-glucopyranose as the amino sugar component. It derives from a bacillosamine. It is a conjugate acid of an UDP-N,N'-diacetylbacillosamine(2-). C[C@@H]1[C@H]([C@@H]([C@H]([C@H](O1)OP(=O)(O)OP(=O)(O)OC[C@@H]2[C@H]([C@H]([C@@H](O2)N3C=CC(=O)NC3=O)O)O)NC(=O)C)O)NC(=O)C